2,5-dioxopyrrolidin-1-yl (6-(2,5-dioxo-2,5-dihydro-1H-pyrrol-1-yl)hexanoyl)glycylglycyl-L-phenylalaninate O=C1N(C(C=C1)=O)CCCCCC(=O)NCC(=O)NCC(=O)N[C@@H](CC1=CC=CC=C1)C(=O)ON1C(CCC1=O)=O